NCCN1C2=C(C3=CC(=CC=C13)NC1=CC(=C(C=C1)Cl)Cl)C=CC=N2 9-(2-Aminoethyl)-N-(3,4-dichlorophenyl)-9H-pyrido[2,3-b]indol-6-amine